C(C)(C)(C)C1=C(C=C(C(=C1)SC1=CC(=C(C(=C1)C)O)C(C)(C)C)C)OP(OC1=C(C=C(C(=C1)C)SC1=CC(=C(C(=C1)C)O)C(C)(C)C)C(C)(C)C)OC1=C(C=C(C(=C1)C)SC1=CC(=C(C(=C1)C)O)C(C)(C)C)C(C)(C)C tris[2-tertiary butyl-4-(3-tertiary butyl-4-hydroxy-5-methylphenylthio)-5-methylphenyl]phosphite